O[C@@H]1[C@H](CCCC1)NC(=O)C1=NC=CN=C1 N-((1s,2s)-2-hydroxycyclohexyl)pyrazine-2-carboxamide